C(OCCCC)([O-])=O butyl carbonate